O.C(C1=CC(=O)NC(=O)N1)(=O)O.N1=CC=CC(=C1)C1N(C)CCC1.N1=CC=CC(=C1)C1N(C)CCC1.C(C1=CC(=O)NC(=O)N1)(=O)O nicotine mono-orotate hemi-hydrate